2-(((1R,3R)-3-aminocyclobutyl)amino)-8-(((R)-tetrahydro-2H-pyran-3-yl)amino)pyrido[3,4-d]pyrimidine-6-carbonitrile NC1CC(C1)NC=1N=CC2=C(N1)C(=NC(=C2)C#N)N[C@H]2COCCC2